N,N'-bis-BOC-pyrazole-1-carboxamidine C(=O)(OC(C)(C)C)NC(=NC(=O)OC(C)(C)C)N1N=CC=C1